3-(2-(2-((2-(2,6-Dioxopiperidin-3-yl)-1,3-dioxoisoindolin-4-yl)amino)ethoxy)ethoxy)-N-(2-((S)-1-(3-ethoxy-4-methoxyphenyl)-2-(methylsulfonyl)ethyl)-1,3-dioxoisoindolin-4-yl)propanamide O=C1NC(CCC1N1C(C2=CC=CC(=C2C1=O)NCCOCCOCCC(=O)NC1=C2C(N(C(C2=CC=C1)=O)[C@H](CS(=O)(=O)C)C1=CC(=C(C=C1)OC)OCC)=O)=O)=O